(3S,5R)-piperidine-3,5-diol N1C[C@H](C[C@H](C1)O)O